ClC1=CC(=CC(=N1)NC(CO)(C)C)I 2-[(6-chloro-4-iodopyridin-2-yl)amino]-2-methylpropan-1-ol